1-(4-(3-(3,4-dichlorophenyl)-1,2,4-oxadiazol-5-yl)-4-hydroxypiperidin-1-yl)-2-(4-methyl-1,2,5-oxadiazol-3-yl)ethan-1-one ClC=1C=C(C=CC1Cl)C1=NOC(=N1)C1(CCN(CC1)C(CC1=NON=C1C)=O)O